4-(1-(4-(6-METHYL-2-(7-METHYLIMIDAZO[1,2-A]PYRIDIN-6-YL)PYRIMIDIN-4-YL)PIPERAZIN-1-YL)ETHYL)BENZONITRILE CC1=CC(=NC(=N1)C=1C(=CC=2N(C1)C=CN2)C)N2CCN(CC2)C(C)C2=CC=C(C#N)C=C2